[V].[V] vanadium Vanadium